5-(2-methylphenyl)-1H-pyrazolo[4,3-c]pyridazine-3,6(2H,5H)-dione CC1=C(C=CC=C1)N1N=C2C(=CC1=O)NNC2=O